ClC=1C(=NC=CC1S)N1CCS(CC1)(=O)=O 4-(3-Chloro-4-mercaptopyridin-2-yl)thiomorpholin 1,1-dioxide